BrC1=CC(=C(C=C1)C(=O)N1CCOC2(C1)C=C(C(C(C2)(C)C)=O)C#N)N2N=CN=C2 4-[4-bromo-2-(1H-1,2,4-triazol-1-yl)benzene-1-carbonyl]-10,10-dimethyl-9-oxo-1-oxa-4-azaspiro[5.5]undec-7-ene-8-carbonitrile